4-Cyclopropyl-N-((S)-1-((1r,4S)-4-methylcyclohexyl)-2-oxo-2-((5-(((S)-2-oxo-4-(trifluoromethyl)imidazolidin-1-yl)methyl)pyridin-3-yl)amino)ethyl)-1,2,5-oxadiazole-3-carboxamide C1(CC1)C=1C(=NON1)C(=O)N[C@H](C(NC=1C=NC=C(C1)CN1C(N[C@@H](C1)C(F)(F)F)=O)=O)C1CCC(CC1)C